4-(4-(6-methylpyridin-3-yl)piperazin-1-yl)aniline CC1=CC=C(C=N1)N1CCN(CC1)C1=CC=C(N)C=C1